(S)-6-(((1-(2,6-difluorobenzyl)-1H-1,2,3-triazol-4-yl)(1-methyl-1H-indazol-4-yl)methyl)amino)-4-(neopentylamino)quinoline-3,8-dicarbonitrile FC1=C(CN2N=NC(=C2)[C@H](C2=C3C=NN(C3=CC=C2)C)NC=2C=C3C(=C(C=NC3=C(C2)C#N)C#N)NCC(C)(C)C)C(=CC=C1)F